1-(4-(butoxy(4-((3,4-dichloro-2-fluorophenyl)amino)-7H-pyrrolo[2,3-d]pyrimidin-6-yl)methyl)piperidin-1-yl)prop-2-en-1-one C(CCC)OC(C1CCN(CC1)C(C=C)=O)C1=CC2=C(N=CN=C2NC2=C(C(=C(C=C2)Cl)Cl)F)N1